O[C@@H](C[C@H](C)NC(OC(C)(C)C)=O)C tert-butyl ((2S,4R)-4-hydroxypentan-2-yl)carbamate